(E)-isopropyl 3-(3-(4-(dimethylamino)but-2-enamido)-4-methylphenyl)-2-(4-(4-methylpiperazin-1-yl)phenyl)-1H-pyrrolo[2,3-b]pyridine-5-carboxylate CN(C/C=C/C(=O)NC=1C=C(C=CC1C)C1=C(NC2=NC=C(C=C21)C(=O)OC(C)C)C2=CC=C(C=C2)N2CCN(CC2)C)C